2-((1,3,4-thiadiazol-2-yl)thio)-1-(4-(5-(trifluoromethyl)-1,2,4-oxadiazol-3-yl)phenyl)ethan-1-one S1C(=NN=C1)SCC(=O)C1=CC=C(C=C1)C1=NOC(=N1)C(F)(F)F